CC1(OCC(CO1)C1NCCC=2C3=CC=CC=C3NC12)C (3S)-1-(2,2-dimethyl-1,3-dioxane-5-yl)-1,2,3,4-tetrahydro-beta-carboline